2-fluoro-4-((3-methylpyridin-2-yl)oxy)benzonitrile FC1=C(C#N)C=CC(=C1)OC1=NC=CC=C1C